(5S,8S,10aR)-5-amino-N-((R)-chroman-4-yl)-3-(2-methoxy-2-methylpropanoyl)-6-oxodecahydropyrrolo[1,2-a][1,5]diazocine-8-carboxamide hydrochloride Cl.N[C@H]1CN(CC[C@@H]2N(C1=O)[C@@H](CC2)C(=O)N[C@@H]2CCOC1=CC=CC=C21)C(C(C)(C)OC)=O